OC1=C(C(=O)O)C=CC(=C1)OCCO 2-hydroxy-4-(2-hydroxyethoxy)-benzoic acid